2-formylcyclopropanecarboxylic acid C(=O)C1C(C1)C(=O)O